4-(3,4-dichlorophenyl)-7,7-dimethyl-7,8-dihydro-4H-benzopyran-5-one ClC=1C=C(C=CC1Cl)C1C=COC2=C1C(CC(C2)(C)C)=O